ClCN1C(C(C2=CC=CC=C12)=O)=C1C(NC2=CC=CC=C12)=O (chloromethyl)-[2,3'-biindolinylidene]-2',3-dione